C12CN(CC(CC1)N2)C=2OC1=C(N2)C=C(C=C1C=1SC=CN1)C(C)O 1-(2-(3,8-diazabicyclo[3.2.1]octan-3-yl)-7-(thiazol-2-yl)benzo[d]oxazol-5-yl)ethan-1-ol